C(C)(C)(C)OC(N[C@H](C(=O)C=1SC2=C(N1)C=CC=C2)C[C@H]2C(NCC2)=O)=O ((S)-1-(benzo[d]thiazol-2-yl)-1-oxo-3-((S)-2-oxopyrrolidin-3-yl)propan-2-yl)carbamic acid tert-butyl ester